methyl-2-(4-methyl-1,3-dioxo-2-(1-phenylethyl)-1,2,3,4-tetrahydroisoquinolin-4-yl)acetate COC(CC1(C(N(C(C2=CC=CC=C12)=O)C(C)C1=CC=CC=C1)=O)C)=O